4-[3-methyl-4-((R)-1-phenylethoxycarbonylamino)isoxazol-5-yl]benzoic Acid Methyl Ester COC(C1=CC=C(C=C1)C1=C(C(=NO1)C)NC(=O)O[C@H](C)C1=CC=CC=C1)=O